C(C)(C)(C)OC(C(CC1=CC=C(C=C1)CC(=O)NC1=NC(=NC=C1)Cl)(C)C)=O 3-(4-(2-((2-chloropyrimidin-4-yl)amino)-2-oxoethyl)phenyl)-2,2-dimethylpropionic acid tert-butyl ester